(R)-2-(4-fluoro-2-hydroxyphenyl)-N-methoxy-N-methyl-4,5-dihydrothiazole-4-carboxamide FC1=CC(=C(C=C1)C=1SC[C@H](N1)C(=O)N(C)OC)O